4-(3-chlorophenyl)-2-phenylbutyronitrile ClC=1C=C(C=CC1)CCC(C#N)C1=CC=CC=C1